1-diisopropylamino-3-(dimethylsilyloxy)-1,1,3,5,5-pentamethyltrisiloxane C(C)(C)N([Si](O[Si](O[SiH](C)C)(C)O[SiH](C)C)(C)C)C(C)C